2-(3-(2-(2-Aminoethoxy)ethoxy)propanamido)-N-(1,5-dimethyl-1H-pyrazol-3-yl)benzamide NCCOCCOCCC(=O)NC1=C(C(=O)NC2=NN(C(=C2)C)C)C=CC=C1